FC1CN(CC1C=1C(=C2COC(C2=CC1)=O)C)CC=1C=NN(C1)C1=CC(=C(C=N1)C#N)C 6-(4-((3-fluoro-4-(4-methyl-1-oxo-1,3-dihydroisobenzofuran-5-yl)pyrrolidin-1-yl)methyl)-1H-pyrazol-1-yl)-4-methylpyridine-3-carbonitrile